C(CC(O)(C(=O)O)CC(=O)O)(=O)O.C(CO)#N 3-oxapropionitrile citrate